CS(=O)(=O)C1=CC=C(C=C1)CN1CCC2(CN(C2)C(=O)OC(C)(C)C)CC1 tert-Butyl 7-[(4-methylsulfonylphenyl)methyl]-2,7-diazaspiro[3.5]nonane-2-carboxylate